BrCC=1C(=CC2=C(OC(O2)(F)F)C1)C(=O)OCC ethyl 6-(bromomethyl)-2,2-difluoro-1,3-benzodioxole-5-carboxylate